NC12C(N(C(CC1)C2)CC2=CC=CC=C2)=O 4-amino-2-benzyl-2-azabicyclo[2.2.1]heptan-3-one